8-chloro-N-(1-cyanocyclopropyl)-3-(5-(difluoromethyl)-1,3,4-thiadiazol-2-yl)-N-((2-(trimethylsilyl)ethoxy)methyl)imidazo[1,5-a]pyridine-6-sulfonamide ClC=1C=2N(C=C(C1)S(=O)(=O)N(COCC[Si](C)(C)C)C1(CC1)C#N)C(=NC2)C=2SC(=NN2)C(F)F